3-bromo-1-(3-fluoro-1-(4-methoxyphenyl)-3-methylbutyl)-1h-pyrazole BrC1=NN(C=C1)C(CC(C)(C)F)C1=CC=C(C=C1)OC